2-(2-chlorophenyl)-N-(2-(2-hydroxyethyl)-7-sulfamoyl-2H-indazol-5-yl)acetamide ClC1=C(C=CC=C1)CC(=O)NC1=CC2=CN(N=C2C(=C1)S(N)(=O)=O)CCO